1-amino-2-nitro-4-bis(beta-hydroxyethyl)aminobenzene NC1=C(C=C(C=C1)N(CCO)CCO)[N+](=O)[O-]